C(C)(C)(CC)OOC(C(=O)O)(CC)C.SCC1N(SC=C1)C mercaptomethyl-2-methylisothiazole tert-amylperoxy-2-methylbutyrate